C(C1=CC=CC=C1)[C@@H]1N(OCC1)C1=CC(=NC=N1)NC=1C(=CC(=C(C1)NC(C=C)=O)N1CCN(CC1)CC1CC1)OC N-(5-((6-((S)-3-benzylisoxazolidine-2-yl)pyrimidine-4-yl)amino)-2-(4-(cyclopropyl-methyl)piperazine-1-yl)-4-methoxyphenyl)acrylamide